NC(C(=O)O)CCC1=CC(=C(C=C1)F)F amino-4-(3,4-difluorophenyl)-butyric acid